NC1=C(C2=C(C=3N=CC=NC3C(=C2)N2CCN(CC2)C)NC1=O)C1=C2C=NNC2=C(C=C1)F 8-Amino-7-(7-fluoro-1H-indazol-4-yl)-5-(4-methylpiperazin-1-yl)-10H-pyrido[2,3-f]quinoxalin-9-one